O1C(NC2=C1C=CC(=C2)NC2=NC(=NC=C2C)NC=2C=C1CN(CC1=CC2)C)=O N4-(benzo[d]oxazol-2(3H)-on-5-yl)-N2-(2-methylisoindolin-5-yl)-5-methylpyrimidine-2,4-diamine